Cl[Si](CCCC#N)(C(C)C)C(C)C 4-[chloro(di-i-propyl)silyl]butanenitrile